NC1=CC=C2C=CC(=CC2=C1)S(=O)(=O)NC1(CC1)C 7-amino-N-(1-methylcyclopropyl)naphthalene-2-sulfonamide